BrC1=C(C(=C(C(=C1F)Br)F)Br)F 2,4,6-Tribromo-1,3,5-trifluorobenzene